N[C@H]1CS(C2=C(N(C1=O)CC1=CC=C(C=C1)Cl)C=C(C(=C2)F)C=2OC(=NN2)C2(CN(C2)C)C)(=O)=O (3R)-3-amino-5-[(4-chlorophenyl)methyl]-7-[5-(1,3-dimethylazetidin-3-yl)-1,3,4-oxadiazol-2-yl]-8-fluoro-1,1-dioxo-2,3-dihydro-1lambda6,5-benzothiazepin-4-one